NC=1C=NC=C(C1C1=CC(=C(C(=O)NC=2C=NC(=C(C2)Cl)N2N=CC=N2)C=C1F)Cl)C(=C)C 4-(3-amino-5-(prop-1-en-2-yl)pyridin-4-yl)-2-chloro-N-(5-chloro-6-(2H-1,2,3-triazol-2-yl)pyridin-3-yl)-5-fluorobenzamide